CN1C2CN(C(C1)CC2)C2=NC1=C(N2C(=O)NCC#CC(C)C)C=CC=C1 (5-Methyl-2,5-diazabicyclo[2.2.2]octan-2-yl)-N-(4-methylpent-2-ynyl)-1H-benzo[d]imidazole-1-carboxamide